3-[(2,2,6,6-tetramethyl-1-piperidyl)oxy]propanoic acid CC1(N(C(CCC1)(C)C)OCCC(=O)O)C